(allyloxy)triisopropylsilane C(C=C)O[Si](C(C)C)(C(C)C)C(C)C